tert-butyl 4-(3-((5-cyano-4-(4-fluorophenyl)thiazol-2-yl)(2,2,2-trifluoroethyl)amino)-2-ethyl-7-methyl-2H-pyrazolo[4,3-b]pyridin-5-yl)piperazine-1-carboxylate C(#N)C1=C(N=C(S1)N(C=1N(N=C2C1N=C(C=C2C)N2CCN(CC2)C(=O)OC(C)(C)C)CC)CC(F)(F)F)C2=CC=C(C=C2)F